4-chloro-1-(3,6-difluoropyridin-2-yl)butan-1-one ClCCCC(=O)C1=NC(=CC=C1F)F